3-fluoro-4-methoxy-2-{4-[4-(pyridine-4-carbonyl)piperazine-1-carbonyl]benzoyl}phenol FC=1C(=C(C=CC1OC)O)C(C1=CC=C(C=C1)C(=O)N1CCN(CC1)C(=O)C1=CC=NC=C1)=O